The molecule is a labdane diterpenoid in which the labdane skeleton has double bonds at positions 8(17) and 14 and carries an S-hydroxy group at position 13. It has a role as an antifungal agent and a metabolite. It is a labdane diterpenoid and a tertiary alcohol. C[C@]12CCCC([C@@H]1CCC(=C)[C@@H]2CC[C@@](C)(C=C)O)(C)C